2-methyl-4-(methylthio)benzaldehyde CC1=C(C=O)C=CC(=C1)SC